ethylmercury (II) C(C)[Hg+]